C(C)(=O)OC1(C(OCC1OC(C)=O)COC(C(=O)OCC)C=1N=C(SC1)C(=O)OCC)C#C 2-((2-ethoxy-1-(2-(ethoxycarbonyl)thiazol-4-yl)-2-oxoethoxy)methyl)-3-ethynyltetrahydrofuran-3,4-diyl diacetate